N-((5-Chloro-4-(((ethyl(methyl)amino)methylen)amino)-2-methylphenyl)(methyl)(oxo)-λ6-sulfaneyliden)benzamid ClC=1C(=CC(=C(C1)S(=NC(C1=CC=CC=C1)=O)(=O)C)C)N=CN(C)CC